P(=O)(OC1=CC=C(C=C1)O)(OC1=CC=CC=C1)OC1=CC=CC=C1 4-hydroxyphenyl (diphenyl) phosphate